8-(4-chlorophenyl)-3-methyl-6-[2-(1-methylpyrazol-4-yl)morpholin-4-yl]pyrido[3,4-d]pyrimidin-4-one ClC1=CC=C(C=C1)C1=NC(=CC2=C1N=CN(C2=O)C)N2CC(OCC2)C=2C=NN(C2)C